tert-butyl 1-(3,5-difluorobenzyl)-2,4-dioxo-3-(5-(trifluoromethyl)pyrazin-2-yl)-1,3,8-triazaspiro[4.5]decane-8-carboxylate FC=1C=C(CN2C(N(C(C23CCN(CC3)C(=O)OC(C)(C)C)=O)C3=NC=C(N=C3)C(F)(F)F)=O)C=C(C1)F